6,7-dimethoxy-3,4-dihydroisoquinolinone COC=1C=C2CCNC(C2=CC1OC)=O